C(C)(=O)OC(COC(CCCCCCCCCCCCCCCCC)=O)COC(C)=O glycerol monostearate diacetate